β-glucose pentaacetate C(C)(=O)O[C@H]1[C@H](OC(C)=O)[C@@H](OC(C)=O)[C@H](OC(C)=O)[C@H](O1)COC(C)=O